[31-Methyl-19-oxo-8,9,10,20-tetraazahexacyclo[18.5.3.215,18.13,7.06,10.023,27]hentriaconta-1(25),3(31),4,6,8,15,17,23,26,29-decaen-2-yl]acetic Acid CC=1C2=C3C=CC1C(C1=CC=C4CCN(C(C5=CC=C(CCCCN3N=N2)C=C5)=O)CC4=C1)CC(=O)O